ClC1=CN=CC(=N1)NC([C@H](C1=CC=C(C=C1)C=1N=NN(N1)C)[C@@H]1CC(CC1)(F)F)=O (S)-N-(6-Chloropyrazin-2-yl)-2-((S)-3,3-difluorocyclopentyl)-2-(4-(2-methyl-2H-tetrazol-5-yl)phenyl)acetamide